C1(CC1)NC(C(C(C[C@H]1C(NCC1)=O)NC([C@H](CC(C)(C)C)NC(C[C@H](C(F)(F)F)C1=CC=CC=C1)=O)=O)=O)=O (2S)-N-(4-(cyclopropylamino)-3,4-dioxo-1-((S)-2-oxopyrrolidin-3-yl)butan-2-yl)-4,4-dimethyl-2-((S)-4,4,4-trifluoro-3-phenylbutanamido)pentanamide